C(C(C)C)(=O)N1C(CN(CC1)C=1C=C(C=C2C(N(C(NC12)=NOC)CC=1C=NN(C1)C)=O)S(=O)(=O)NC1(CC1)C)C 8-(4-isobutyryl-3-methylpiperazin-1-yl)-2-(methoxyimino)-3-((1-methyl-1H-pyrazol-4-yl)methyl)-N-(1-methylcyclopropyl)-4-oxo-1,2,3,4-tetrahydroquinazoline-6-sulfonamide